C(CCC)NC(NC=1C=C2C(=NC=NC2=CC1OCCCCC)OC1=C(C=C(C=C1)NC(=O)C=1N=CN(C1)C1=CC=C(C=C1)F)F)=O N-(4-((6-(3-butylureido)-7-(pentyloxy)quinazolin-4-yl)oxy)-3-fluorophenyl)-1-(4-fluorophenyl)-1H-imidazole-4-carboxamide